tert-butyl 5-(4-(4-chloroquinolin-6-yl)-3-fluorobenzyl)hexahydropyrrolo[3,4-c]pyrrole-2(1H)-carboxylate ClC1=CC=NC2=CC=C(C=C12)C1=C(C=C(CN2CC3C(C2)CN(C3)C(=O)OC(C)(C)C)C=C1)F